S(=O)(SC#N)SC#N sulfurous acid, thiocyanate